Pyridine-2-carboxylic acid isopropyl ester C(C)(C)OC(=O)C1=NC=CC=C1